8-[(9aS)-3,4,6,7,9,9a-hexahydro-1H-pyrazino[2,1-c][1,4]oxazin-8-yl]-4-[5-(difluoromethyl)-1,3,4-thiadiazol-2-yl]-2-methyl-N-(1-methylcyclopropyl)quinazoline-6-sulfonamide C1OCCN2[C@H]1CN(CC2)C=2C=C(C=C1C(=NC(=NC21)C)C=2SC(=NN2)C(F)F)S(=O)(=O)NC2(CC2)C